C(C1=CC=CC=C1)OC=1C=C2CCC(=C(C2=CC1)C1=CC=C(C=C1)N1CCC(CC1)C(OC)OC)C1=CCCCCC1 1-(4-(6-(benzyloxy)-2-(cyclohept-1-en-1-yl)-3,4-dihydronaphthalen-1-yl)phenyl)-4-(dimethoxymethyl)piperidine